NC1=C2N=CN(C2=NC=N1)[C@@H]1O[C@@H](C[C@H]1OP(=O)(OC1=CC=CC=C1)N[C@H](C(=O)OCC1=CC=CC=C1)C)CO (2S)-Benzyl 2-(((((2R,3R,5S)-2-(6-amino-9H-purin-9-yl)-5-(hydroxymethyl)tetrahydrofuran-3-yl)oxy)(phenoxy)phosphoryl)amino)propanoate